S(=O)(=O)([O-])[O-].[Ca+2] Calcium monosulfate